FC1=C(C(=CC2=C1CC(CCC2)NCCC(C)C)O)N2CC(NS2(=O)=O)=O 5-(1-fluoro-3-hydroxy-8-(isopentylamino)-6,7,8,9-tetrahydro-5H-benzo[7]annulen-2-yl)-1,2,5-thiadiazolidin-3-one 1,1-dioxide